C(C)N1CC2=CC(=C(C=C2CC1)OC)NC=1N=NC(=C(N1)NC1=CC=CC=C1)C(=O)N ((2-ethyl-6-methoxy-1,2,3,4-tetrahydroisoquinolin-7-yl)amino)-5-phenylamino-1,2,4-triazine-6-carboxamide